2-(2,6-dioxopiperidin-3-yl)-5-(4-(2-(4-(5-(5-methyl-5H-pyrido[4,3-b]indol-7-yl)pyridin-2-yl)piperidin-1-yl)ethyl)piperidin-1-yl)isoindoline-1,3-dione O=C1NC(CCC1N1C(C2=CC=C(C=C2C1=O)N1CCC(CC1)CCN1CCC(CC1)C1=NC=C(C=C1)C=1C=CC=2C3=C(N(C2C1)C)C=CN=C3)=O)=O